C(C)(C)N1C=[N+](C(=C1C)C)C(C)C 1,3-di-isopropyl-4,5-dimethylimidazolium